1-(5-(2-(2-aminopyrimidin-4-yl)-6-chloropyridin-4-yl)-2,2-dimethylmorpholino)prop-2-en-1-one NC1=NC=CC(=N1)C1=NC(=CC(=C1)C1N(CC(OC1)(C)C)C(C=C)=O)Cl